tert-Butyl 4-(5-((s)-1-(((R)-tert-butylsulfinyl)amino)-2,2,2-trifluoro-1-(4-fluorophenyl)ethyl)pyrimidin-2-yl)piperazine-1-carboxylate C(C)(C)(C)[S@@](=O)N[C@@](C(F)(F)F)(C1=CC=C(C=C1)F)C=1C=NC(=NC1)N1CCN(CC1)C(=O)OC(C)(C)C